ClC1=C(C(=C(C=C1)NC(OC(C)(C)C)=O)F)C(NC1=CC=CC=C1)=O tert-Butyl (4-chloro-2-fluoro-3-(phenylcarbamoyl)phenyl)carbamate